5-phenyl-1H-1,2,4-triazole-3-carboxylic acid ethyl ester C(C)OC(=O)C1=NNC(=N1)C1=CC=CC=C1